tert-butyl (R)-3-((1-(3-cyanophenyl)-N-methyl-1H-1,2,4-triazole-3-carboxamido)methyl)-pyrrolidine-1-carboxylate C(#N)C=1C=C(C=CC1)N1N=C(N=C1)C(=O)N(C)C[C@@H]1CN(CC1)C(=O)OC(C)(C)C